6-bromo-N-(5-cyano-4-((2-methoxyethyl)amino)pyridin-2-yl)-5-formyl-1-isopropyl-1H-pyrrolo[3,2-b]pyridine-3-carboxamide BrC=1C=C2C(=NC1C=O)C(=CN2C(C)C)C(=O)NC2=NC=C(C(=C2)NCCOC)C#N